OC1=CC(=C(C#N)C=C1)N1N=CC=2C1=CN=C(C2)N2CCN(CC2)S(=O)(=O)C 4-Hydroxy-2-(5-(4-(methylsulfonyl)piperazin-1-yl)-1H-pyrazolo[3,4-c]pyridine-1-yl)benzonitrile